(R)-1-(3-methoxyphenyl)propan-2-ol COC=1C=C(C=CC1)C[C@@H](C)O